C(CCCCCCCCCC)(=O)[O-].[Fr+] Francium undecanoate